N(=O)C1=CC=C(N(C)C)C=C1 p-nitrosodimethyl-aniline